FC1=CC=C2[C@H](CCOC2=C1)N (S)-7-fluorochroman-4-amine